3-morpholinobenzenesulfonamide O1CCN(CC1)C=1C=C(C=CC1)S(=O)(=O)N